ClC=1C=C(C(=NC1)OC(C)C)C(=O)NN 5-chloro-2-isopropoxy-pyridine-3-carbohydrazide